(1s,4s)-4-((2-((2-(1-(Cyclopropylsulfonyl)-1H-pyrazol-4-yl)pyrimidin-4-yl)amino)-5-((1-(methylsulfonyl)pyrrolidin-3-yl)ethynyl)pyridin-4-yl)amino)cyclohexan-1-ol C1(CC1)S(=O)(=O)N1N=CC(=C1)C1=NC=CC(=N1)NC1=NC=C(C(=C1)NC1CCC(CC1)O)C#CC1CN(CC1)S(=O)(=O)C